N-(6-phenethyl-6-azaspiro[2.5]oct-1-yl)benzamide C(CC1=CC=CC=C1)N1CCC2(CC2NC(C2=CC=CC=C2)=O)CC1